C(C=C)(=O)OCC(CCCCOCCCCCC)OC(C=C)=O 6-(hexyloxy)hexane-1,2-diyl diacrylate